bis-methoxyethoxyethoxyethanol COCCOC(COC(C)O)OCCOC